BrCCCCCCCC=1C=NC=CC1 3-(7-bromoheptyl)pyridine